N1C=C(C2=CC=CC=C12)CC(CCCC)NC(=O)C1=CC2=C(S1)C=C(C=C2)N2CCN(CC2)C N-(1-(1H-indol-3-yl)hexan-2-yl)-6-(4-methylpiperazin-1-yl)benzo[b]thiophene-2-Formamide